(1-methylcyclopropyl)(4-(4,4,5,5-tetramethyl-1,3,2-dioxaborolan-2-yl)phenyl)methanone CC1(CC1)C(=O)C1=CC=C(C=C1)B1OC(C(O1)(C)C)(C)C